15alpha-hydroxyandrosta-1,4-diene-3,17-dione O[C@H]1CC([C@]2(C)[C@@H]1[C@@H]1CCC3=CC(C=C[C@]3(C)[C@H]1CC2)=O)=O